N-[(3-chloro-2-fluoro-phenyl)methyl]-6-[(3S)-pyrrolidin-3-yl]oxy-pyrido[3,2-d]pyrimidin-4-amine ClC=1C(=C(C=CC1)CNC=1C2=C(N=CN1)C=CC(=N2)O[C@@H]2CNCC2)F